FC1(CCC(CC1)NC1=CC(=NC(=N1)C=1SC=C(N1)C)C(C)O)F (6-((4,4-difluorocyclohexyl)amino)-2-(4-methylthiazol-2-yl)pyrimidin-4-yl)ethan-1-ol